C(CCCCC)C=1C(=C(C(=O)OC)C=CC1)CCCCCC methyl dihexylbenzoate